COC=1C=C(CN(C2=CC(=NC=C2)COCCN2CCOCC2)CC2=CC=C3C=CC=NC3=C2)C=CC1 N-(3-methoxybenzyl)-2-((2-morpholinoethoxy)methyl)-N-(quinolin-7-ylmethyl)pyridin-4-amine